CC=1N=C2N(N=C(C=C2C)C=2C(=C(C=CC2)O)C=2N=NC(=CC2)C2CN(C2)C)C1 {2,8-Dimethylimidazo[1,2-b]pyridazin-6-yl}-2-[6-(1-methylazetidin-3-yl)pyridazin-3-yl]phenol